N2-(2-methoxy-4-(1-methyl-1H-imidazol-2-yl)phenyl)-6-methyl-N8-(tetrahydro-2H-pyran-4-yl)pyrido[3,4-d]pyrimidine-2,8-diamine COC1=C(C=CC(=C1)C=1N(C=CN1)C)NC=1N=CC2=C(N1)C(=NC(=C2)C)NC2CCOCC2